C1(CCC1)CN1C2C3(CCC(C4C3(CC1)C1=C(O4)C(=CC=C1C2)OC\C=C(\CCC=C(C)C)/C)O)O (E)-3-(cyclobutylmethyl)-9-((3,7-dimethylocta-2,6-dien-1-yl)oxy)-1,2,3,4,5,6,7,7a-octahydro-4aH-4,12-methanobenzofuro[3,2-e]isoquinoline-4a,7-diol